propoxyether tetraacrylate C(C=C)(=O)O.C(C=C)(=O)O.C(C=C)(=O)O.C(C=C)(=O)O.C(CC)OOOCCC